6-bromo-3-iodobenzo[b]thiophene BrC=1C=CC2=C(SC=C2I)C1